BrC1C([C@]2(CCC1C2(C)C)C)=O (1S)-(endo,anti)-(-)-3-bromo-camphor